COC1=C(C=CC(=N1)C(=O)NC(C)C)NC1=NNC2=CC(=CC=C12)[C@@H]1C[C@@]12C(NC1=CC=C(C=C21)OC)=O 6-methoxy-5-({6-[(1r,2s)-5'-methoxy-2'-oxo-1',2'-dihydrospiro[cyclopropan-1,3'-indol]-2-yl]-1H-indazol-3-yl}amino)-N-(propan-2-yl)pyridine-2-carboxamide